ClC1=C(C=CC(=C1)C(F)(F)F)NC(CN1C=2N(C(C(=C1CC)N1CCNCC1)=O)N=C(N2)N(C)C)=O N-(2-chloro-4-(trifluoromethyl)phenyl)-2-(2-(dimethylamino)-5-ethyl-7-oxo-6-(piperazin-1-yl)-[1,2,4]triazolo[1,5-a]pyrimidin-4(7H)-yl)acetamide